1-4-methyl-phenyl-4-phenyl-2-(3,3-di-tert-amyl-2-hydroxyphenyl)benzotriazole CC1=CC=C(C=C1)N1N(NC2=C1C=CC=C2C2=CC=CC=C2)C=2C(C(C=CC2)(C(C)(C)CC)C(C)(C)CC)O